C(C1=CC=CC=C1)N1C[C@H]2CC[C@@H](C1)C2(O)C (1R,5S,8r)-3-benzyl-8-methyl-3-azabicyclo[3.2.1]Octan-8-ol